CSCCCCC=NO The molecule is an aliphatic aldoxime resulting from the formal condensation of 5-(methylsulfanyl)pentanal with hydroxylamine. It is an aliphatic aldoxime and a methyl sulfide.